Cl.COC1=CC=CC=2C=C(SC21)C2=CN(C=1N=CN=C(C12)N)C1CNC1 5-(7-methoxybenzothiophen-2-yl)-7-(azetidin-3-yl)-7H-pyrrolo[2,3-d]pyrimidin-4-amine hydrochloride